CC(C(=O)C=1C=CC=2N(C3=CC=C(C=C3C2C1)C(C(C)(C)N1CCOCC1)=O)CCCCCCCC)(C)N1CCOCC1 3,6-bis(2-methyl-2-morpholinopropionyl)-9-n-octyl-carbazole